3-O-benzyl-4-(hydroxymethyl-1,2-O-isopropylidene)-alpha-d-erythropentofuranose CC1(O[C@@H]2[C@@H](C(O[C@@H]2O1)(CO)CO)OCC3=CC=CC=C3)C